FC(C1=CC2=C(N=C(N=C2)NC(=O)[C@@H]2C[C@@H](CCC2)NC(OC(C)(C)C)=O)C(=N1)NC(C)C)F Tert-butyl ((1R,3S)-3-((6-(difluoromethyl)-8-(isopropylamino)pyrido[3,4-d]pyrimidin-2-yl)carbamoyl)cyclohexyl)carbamate